[3-(2-tert-butoxycarbonylamino-ethyl)-5-(Methyl 2-chloro-3-fluoro-phenyl)-2,4-dioxo-3,4-dihydro-2H-pyrimidin-1-yl]-acetate C(C)(C)(C)OC(=O)NCCN1C(N(C=C(C1=O)C1=C(C(=C(C=C1)C)F)Cl)CC(=O)[O-])=O